N1N=CC=C1C1CCN(CC1)C1=CC(N(C=N1)CC1(CCN(CC1)C(C[C@@H](C)C1=CC=CC=C1)=O)O)=O (R)-6-(4-(1H-pyrazol-5-yl)piperidin-1-yl)-3-((4-hydroxy-1-(3-phenylbutanoyl)piperidin-4-yl)methyl)pyrimidin-4(3H)-one